C1(CC1)C(=O)C1=CC(=C(COC2=CC=CC(=N2)C2CCN(CC2)CC2=NC=3C(=NC(=CC3)C(=O)OC)N2C[C@H]2OCC2)C=C1)F methyl (S)-2-((4-(6-((4-(cyclopropanecarbonyl)-2-fluorobenzyl)oxy)pyridin-2-yl)piperidin-1-yl)methyl)-3-(oxetan-2-ylmethyl)-3H-imidazo[4,5-b]pyridine-5-carboxylate